2-(6-((diphenylmethylene)amino)-2-fluoro-3-methoxyphenyl)acetamide Palladium (II) acetate C(C)(=O)[O-].[Pd+2].C1(=CC=CC=C1)C(C1=CC=CC=C1)=NC1=CC=C(C(=C1CC(=O)N)F)OC.C(C)(=O)[O-]